ClC=1C=C(C(=NC1)N1C(C(N(C(C1)=O)CC1=CC=C(C=C1)Cl)C1(COC1)C)=O)C 1-(5-chloro-3-methylpyridin-2-yl)-4-(4-chlorobenzyl)-3-(3-methyloxetan-3-yl)piperazine-2,5-dione